FC=1C=C2C(C=C(OC2=CC1)C(=O)N)=O 6-fluoro-4-oxo-chromene-2-carboxamide